OC(=O)C(F)(F)F.ClC=1C(=C(C=CC1)C(CC=C)N(CCN)C1CC1)F N1-(1-(3-chloro-2-fluorophenyl)but-3-en-1-yl)-N1-cyclopropylethane-1,2-diamine TFA salt